COC1=CC=C(CN2CCN(CC2)CC2=CC(=C(OC(C(=O)OCC)(C)C)C(=C2)C)C)C=C1 Ethyl 2-(4-((4-(4-methoxybenzyl) piperazin-1-yl) methyl)-2,6-dimethylphenoxy)-2-methylpropionate